C(C)(C)C=1C=C(SC1)C1(CC1)C=1NC(C2=C(N1)CCNC2)=O 2-(1-(4-isopropylthiophen-2-yl)cyclopropyl)-5,6,7,8-tetrahydropyrido[4,3-d]Pyrimidin-4(3H)-one